4-((S)-5-(tert-butoxy)-4-(18-(tert-butoxy)-18-oxooctadecanamido)-5-oxopentanoylamino)butyric acid C(C)(C)(C)OC([C@H](CCC(=O)NCCCC(=O)O)NC(CCCCCCCCCCCCCCCCC(=O)OC(C)(C)C)=O)=O